2,2-difluoropropan-1-ol hydrochloride Cl.FC(CO)(C)F